C(C)(C)(C)OC(=O)N1CC(C(C1)=O)(C(F)(F)F)COC 3-(methoxymethyl)-4-oxo-3-(trifluoromethyl)pyrrolidine-1-carboxylic acid tert-butyl ester